CN(C=1SC2=C(N1)OCC=1C=C(C=CC12)C1=CC=NC=C1)C1CC(NC(C1)(C)C)(C)C N-Methyl-7-(pyridin-4-yl)-N-(2,2,6,6-tetramethylpiperidin-4-yl)-5H-isochromeno[3,4-d]thiazol-2-amine